3-(5-ethynylpyridin-2-yl)-8-(oxetan-3-yl)-3,8-diazabicyclo[3.2.1]octane C(#C)C=1C=CC(=NC1)N1CC2CCC(C1)N2C2COC2